CC(CCCC)=O n-hexaneOne